CN(C(=O)C=1C=NN2C1CN(CC2)C(=O)C=2NC1=CC=C(C(=C1C2)Cl)F)C2(CC2)C2=CC=C(C(=O)O)C=C2 4-{1-[N-methyl-5-(4-chloro-5-fluoro-1H-indole-2-carbonyl)-4H,5H,6H,7H-pyrazolo[1,5-a]pyrazine-3-amido]cyclopropyl}benzoic acid